(6-(4-(3H-imidazo[4,5-b]pyridin-7-yl)-1H-pyrazol-1-yl)pyridin-3-yl)-1,1,1-trifluoro-3-methylbutan-2-ol N1=CNC2=NC=CC(=C21)C=2C=NN(C2)C2=CC=C(C=N2)C(C(F)(F)F)(C(C)C)O